ClC1=CC=C(C=C1)C(NC(=O)[C@@H]1N(C(NC1)=O)CCO)C1=CC=C(C=C1)Cl (R)-N-(bis(4-chlorophenyl)methyl)-3-(2-hydroxyethyl)-2-oxoimidazolidine-4-carboxamide